ethyl 6-((1H-indazol-5-yl) carbamoyl)-7-isobutyl-5-methyl-4,7-dihydropyrazolo[1,5-a]pyrimidine-2-carboxylate N1N=CC2=CC(=CC=C12)NC(=O)C1=C(NC=2N(C1CC(C)C)N=C(C2)C(=O)OCC)C